2-(7-((2-Butyl-4-oxo-1,3-diazaspiro[4.4]nona-1-en-3-yl)methyl)-1,3-dihydroisobenzofuran-4-yl)-N-(4,5-dimethylisoxazol-3-yl)benzenesulfonamide C(CCC)C1=NC2(C(N1CC=1C=CC(=C3COCC13)C1=C(C=CC=C1)S(=O)(=O)NC1=NOC(=C1C)C)=O)CCCC2